[Si].[Fe].[Ti].[Al] aluminum titanium iron silicon